C1(CC1)N(C(=S)C=1C(=NN(C1F)C)C(F)F)CC1=C(C=CC=C1)C(C)C N-Cyclopropyl-3-(difluoro-methyl)-5-fluoro-N-(2-isopropylbenzyl)-1-methyl-1H-pyrazol-4-carbothioamid